(R)-5-(6-chloro-3-((1-(2-(4,4-dimethylpiperidin-1-yl)-3,6-dimethyl-4-oxo-4H-chromen-8-yl)ethyl)amino)pyridin-2-yl)-2-(4,4,5,5-tetraethyl-1,3,2-dioxaborolan-2-yl)benzaldehyde ClC1=CC=C(C(=N1)C=1C=CC(=C(C=O)C1)B1OC(C(O1)(CC)CC)(CC)CC)N[C@H](C)C=1C=C(C=C2C(C(=C(OC12)N1CCC(CC1)(C)C)C)=O)C